N1,N1',N1''-([1,1'-biphenyl]-3,3',5-triyltris(methylene))tris(N3-(3-(isobutylamino)propyl)propane-1,3-diamine) C1(=CC(=CC(=C1)CNCCCNCCCNCC(C)C)CNCCCNCCCNCC(C)C)C1=CC(=CC=C1)CNCCCNCCCNCC(C)C